N,N'-bis(1H-pyrazol-4-yl)-1,4-benzenedicarboxamide N1N=CC(=C1)NC(=O)C1=CC=C(C=C1)C(=O)NC=1C=NNC1